N[C@H](C(=O)NC1=CC=C(C=C1)SCC1=CC=CC=C1)CC1=CC=CC=C1 (S)-2-amino-N-(4-(benzylthio)phenyl)-3-phenylpropanamide